[N+](=O)([O-])C=1C=CC(=NC1)OC1=C(C=CC=C1)C=1N=CSC1 4-((5-nitropyridin-2-yloxy)phenyl)thiazole